2,7-dimethyl-5-{2H-pyrazolo[4,3-d][1,3]thiazol-5-yl}indazole CN1N=C2C(=CC(=CC2=C1)C=1SC=2C(N1)=CNN2)C